O=C1OC2(C=3C=NC=CC31)CCC(CC2)C(=O)N[C@H](CCCCCC(CC)=O)C=2NC(=CN2)C2=CC=CC=C2 (1R,4s)-1'-Oxo-N-((S)-7-oxo-1-(5-phenyl-1H-imidazol-2-yl)nonyl)-1'H-spiro[cyclohexan-1,3'-furo[3,4-c]pyridin]-4-carboxamid